O1COCC2=C1C=CC(=C2)C(N2CC1(CN(C1)C(=O)N1N=C(N=C1)C#N)C2)C2=CC1=C(OCOC1)C=C2 1-(6-(bis(4H-benzo[d][1,3]dioxin-6-yl)methyl)-2,6-diazaspiro[3.3]heptane-2-carbonyl)-1H-1,2,4-triazole-3-carbonitrile